C1(CC1)C1=C(C(=NO1)C1=C(C=CC=C1F)F)COC1CCN(CCC1)C1=CC=C(C#N)C=C1 4-(4-((5-cyclopropyl-3-(2,6-difluorophenyl)isoxazol-4-yl)methoxy)azepan-1-yl)benzonitrile